(6-(3,5-Dimethylisoxazol-4-yl)quinazolin-4-yl)-N-methylpiperidine-4-carbonylAmine CC1=NOC(=C1C=1C=C2C(=NC=NC2=CC1)N(C)C(=O)C1CCNCC1)C